C1(CC1)C(=O)N1CCN(CC1)C(=O)C=1C=NC2=CC=C(C=C2C1N1CCC2(OCCO2)CC1)C (4-(cyclopropanecarbonyl)piperazin-1-yl)(6-methyl-4-(1,4-dioxa-8-azaspiro[4.5]decan-8-yl)quinolin-3-yl)methanone